2,5-difluoro-4-{[1,2,4]triazolo[1,5-a]pyridin-7-yloxy}aniline FC1=C(N)C=C(C(=C1)OC1=CC=2N(C=C1)N=CN2)F